7-(2-{3-methoxy-4-[(1s,3s)-3-(dimethylamino)cyclobutoxy]phenylamino}-4-pyrimidinylamino)-2,2-dimethyl-2,4-dihydro-1-oxa-4,5-diaza-3-naphthalenone COC=1C=C(C=CC1OC1CC(C1)N(C)C)NC1=NC=CC(=N1)NC1=CN=C2NC(C(OC2=C1)(C)C)=O